CN(CCNC(C1=C(C=CC=C1)NC1=CC=C(C=C1)OC)=O)C N-(2-Dimethylamino-ethyl)-2-(4-methoxy-phenylamino)-benzamide